BrC1=CC(=C2C(=N1)N=C(O2)CBr)C 5-bromo-2-(bromomethyl)-7-methyloxazolo[4,5-b]pyridine